FC=1C(=CC(=NC1)OC)C1=CC(=NN1)C(=O)N1C(CC(CC1)C(=O)NC1CCC(CC1)(C(F)(F)F)O)C 1-(5-(5-fluoro-2-methoxypyridin-4-yl)-1H-pyrazole-3-carbonyl)-N-((1r,4S)-4-hydroxy-4-(trifluoromethyl)cyclohexyl)-2-methylpiperidine-4-carboxamide